C12CN(CC(CC1)O2)C=2C=C1C(=CC=NC1=CC2)C(=O)O 6-(8-oxa-3-azabicyclo[3.2.1]octan-3-yl)quinoline-4-carboxylic acid